(3R,5S)-5-fluoro-1-[6-[[4-(5-methoxy-3-pyridyl)triazol-1-yl]methyl]pyridazin-3-yl]piperidin-3-amine dihydrochloride Cl.Cl.F[C@H]1C[C@H](CN(C1)C=1N=NC(=CC1)CN1N=NC(=C1)C=1C=NC=C(C1)OC)N